2-hydroxyethyl-2-pyrrolidone OCCN1C(CCC1)=O